[Cl-].[Sr+2].O.[Cl-] water strontium chloride